The molecule is a hydrochloride obtained by reaction of oxycodone with one molar equivalent of hydrochloric acid. it is a mu-opioid receptor antagonist that is used to treat alcohol dependence. It has a role as a mu-opioid receptor antagonist, an antidote to opioid poisoning and a central nervous system depressant. It contains a naltrexone(1+). C1CC1CN2CC[C@]34[C@@H]5C(=O)CC[C@]3([C@H]2CC6=C4C(=C(C=C6)O)O5)O.Cl